C1(=C(C=CC=C1)C1=C(C2=C([Se]C3=C2C=CC=C3)C=C1)C1=C(C(=C(C=C1)C1=CC=CC=C1)C1=C(C=CC=C1)C1=CC=CC=C1)C1=NN=NC=C1)C1=CC=CC=C1 (biphenylyl)[(phenyl)(biphenylyl)triazinylphenyl]dibenzoselenophene